1-cyclopropyl-1,4,5,6-tetrahydropyrrolo[3,4-c]pyrazole HCl salt Cl.C1(CC1)N1N=CC2=C1CNC2